O=C=CC Ketopropen